2-fluoro-5-methoxy-4-((1S,2S)-6-((2-methoxyethoxy)methoxy)-2-phenyl-1,2,3,4-tetrahydronaphthalen-1-yl)phenol FC1=C(C=C(C(=C1)[C@H]1[C@H](CCC2=CC(=CC=C12)OCOCCOC)C1=CC=CC=C1)OC)O